OC(=O)C(F)(F)F.CC=1C(=NC(=CC1)OC(F)(F)F)N 3-Methyl-6-(trifluoromethoxy)pyridin-2-amine TFA salt